4-chloro-3-nitro-N-(4-(N-(3-(trifluoromethyl)phenyl)sulfamoyl)phenyl)benzamide ClC1=C(C=C(C(=O)NC2=CC=C(C=C2)S(NC2=CC(=CC=C2)C(F)(F)F)(=O)=O)C=C1)[N+](=O)[O-]